2-(4'-methoxyphenyl)-3-isoquinolinone COC1=CC=C(C=C1)N1C=C2C=CC=CC2=CC1=O